5-bromo-N,N-dimethylpyridine-2,3-diamine BrC=1C=C(C(=NC1)N(C)C)N